[3,5-di-tert-butyl-4-hydroxyphenyl] propionate C(CC)(=O)OC1=CC(=C(C(=C1)C(C)(C)C)O)C(C)(C)C